(4,7-diazaspiro[2.5]octan-7-yl)methanone hydrochloride Cl.C1CC12NCCN(C2)C=O